methyl 5-{6-azaspiro[2.5]octan-5-yl}-6-(methylamino)pyridine-2-carboxylate C1CC12CC(NCC2)C=2C=CC(=NC2NC)C(=O)OC